O[C@@](C(=O)OCC1=CC=CC=C1)(C#CCCC[C@@H](C)O)C(F)(F)F benzyl (2R,8R)-2,8-dihydroxy-2-(trifluoromethyl)non-3-ynoate